N-(2-(2,6-dioxopiperidin-3-yl)-1-oxoisoindolin-5-yl)spiro[cyclopropane-1,3'-indoline]-1'-carboxamide O=C1NC(CCC1N1C(C2=CC=C(C=C2C1)NC(=O)N1CC2(C3=CC=CC=C13)CC2)=O)=O